3-(5-([4,1':4',4''-terpiperidin]-1''-yl)-3-methyl-2-oxo-2,3-dihydro-1H-benzo[d]imidazol-1-yl)piperidine-2,6-dione N1CCC(CC1)N1CCC(CC1)C1CCN(CC1)C1=CC2=C(N(C(N2C)=O)C2C(NC(CC2)=O)=O)C=C1